3-[5H-imidazo[4,3-a]isoindol-5-yl]-7-(methylsulfanyl)-3,4-dihydro-2H-1-benzopyran-4-ol C=1N=CN2C1C1=CC=CC=C1C2C2COC1=C(C2O)C=CC(=C1)SC